CN1C(=NN=C1)CC(C)C=1C=C(C=CC1)C1=NC2=C(N1)C(=C(C=C2)C(=O)O)C(F)(F)F 2-(3-(1-(4-Methyl-4H-1,2,4-triazol-3-yl)propan-2-yl)phenyl)-7-(trifluoromethyl)-1H-benzo[d]imidazole-6-carboxylic acid